ClCCCCCCOCCOCC 2-(2-((6-chlorohexyl)oxy)ethoxy)ethane